5-((tert-butoxycarbonyl)amino)-4-fluoropyrazolo[1,5-a]pyridine-3-carboxylic acid Ethyl-5-((tert-butoxycarbonyl)amino)-4-fluoropyrazolo[1,5-a]pyridine-3-carboxylate C(C)OC(=O)C=1C=NN2C1C(=C(C=C2)NC(=O)OC(C)(C)C)F.C(C)(C)(C)OC(=O)NC2=C(C=1N(C=C2)N=CC1C(=O)O)F